2-(2-fluorophenyl)-1-((R)-oxiran-2-yl)pent-4-ene-1,3-diol FC1=C(C=CC=C1)C(C(O)[C@@H]1OC1)C(C=C)O